C(C)(C)(C)OC(NC1CNC1)=O azetidin-3-yl-carbamic acid tert-butyl ester